N',N'-dimethylpentane-1,5-diamine CN(CCCCCN)C